7-trifluoromethyl-3-[(2R,3R)-3-(2,4-difluorophenyl)-3-hydroxy-4-(1,2,4-triazol-1-yl)-2-butyl]1,2,3-benzotriazin-4-one FC(C1=CC2=C(C(N(N=N2)[C@H](C)[C@@](CN2N=CN=C2)(O)C2=C(C=C(C=C2)F)F)=O)C=C1)(F)F